1-(3-(2,3-dihydrobenzo[b][1,4]dioxin-6-yl)-3-oxopropyl)-5-(4-fluorophenyl)pyridine-2(1H)-one O1C2=C(OCC1)C=C(C=C2)C(CCN2C(C=CC(=C2)C2=CC=C(C=C2)F)=O)=O